1-((R)-1-phenylethyl)-1H-imidazole-5-carboxylic acid C1(=CC=CC=C1)[C@@H](C)N1C=NC=C1C(=O)O